FC1=C(C(=CC=C1C=1C=NC(=CC1)N1CCN(CC1)C)O)N1CC(NS1(=O)=O)=O 5-(2-fluoro-6-hydroxy-3-(6-(4-methylpiperazin-1-yl)pyridin-3-yl)phenyl)-1,2,5-thiadiazolidin-3-one 1,1-dioxide